OCCN1N=CC(=C1)NC1CCC2(CCN(CC2)C(CC=2N(C3=CC=CC=C3C2)C)=O)CC1 1-{9-[1-(2-hydroxyethyl)-4-pyrazolylamino]-3-aza-3-spiro[5.5]undecyl}-2-(1-methyl-2-indolyl)-1-ethanone